3-(5-(2-(4-chlorophenyl)acetamido)pyridin-3-yl)-5-(cyclopropylamino)-1-isopropyl-1H-pyrazole-3,4-dicarboxamide ClC1=CC=C(C=C1)CC(=O)NC=1C=C(C=NC1)C1(NN(C(=C1C(=O)N)NC1CC1)C(C)C)C(=O)N